FC(C1=C(C=C2CCCN(C2=C1)C1=NN(C2=C1CN(CC2)C(C)=O)C2CCC(CC2)CC2CCNCC2)C=2C=NN(C2)C)F 1-[3-[7-(difluoromethyl)-6-(1-methylpyrazol-4-yl)-3,4-dihydro-2H-quinolin-1-yl]-1-[4-(4-piperidylmethyl)cyclohexyl]-6,7-dihydro-4H-pyrazolo[4,3-c]pyridin-5-yl]ethanone